2-(3,6-diazabicyclo[3.1.1]heptan-3-yl)-5-(1-methoxyethyl)-7-(thiazol-2-yl)benzo[d]oxazole C12CN(CC(N1)C2)C=2OC1=C(N2)C=C(C=C1C=1SC=CN1)C(C)OC